8-bromo-6-chloro-3-methyl-2-phenylpyrido[3,4-d]pyrimidin-4(3H)-one BrC1=NC(=CC2=C1N=C(N(C2=O)C)C2=CC=CC=C2)Cl